(4-iodophenyl)-pyridone IC1=CC=C(C=C1)C=1C(NC=CC1)=O